Cl[Pt]Cl Dichloroplatinum